2-amino-1-(thien-2-yl)ethanone diethyl-2-(2-bromoethyl)-2-methylmalonate C(C)OC(C(C(=O)OCC)(C)CCBr)=O.NCC(=O)C=1SC=CC1